4'-(methoxycarbonyl)-[1,1'-biphenyl]-4-carboxylic acid COC(=O)C1=CC=C(C=C1)C1=CC=C(C=C1)C(=O)O